C(#C)C1=C(C=C(OC2=C(N=NN2)C(=O)O)C=C1)F 5-(4-ethynyl-3-fluorophenoxy)-1H-1,2,3-triazole-4-carboxylic acid